2-isopropyl-5-phenyl-3,4-dihydro-2H-pyrrole C(C)(C)C1N=C(CC1)C1=CC=CC=C1